(R)-N-(2-(3-(azetidine-3-yl)piperidin-1-yl)ethyl)methanesulfonamide N1CC(C1)[C@@H]1CN(CCC1)CCNS(=O)(=O)C